(1-(4-isobutylphenyl)ethyl)-3-(4-methyl-3-nitrophenyl)-1,2,4-oxadiazole C(C(C)C)C1=CC=C(C=C1)C(C)C1=NC(=NO1)C1=CC(=C(C=C1)C)[N+](=O)[O-]